C1(=CC=CC=C1)C1=CC=C(C=N1)OB(O)O (6-phenylpyridin-3-yl)boric acid